(R)-ethyl 2-((2S,3R,6S)-2,3-bis(4-chlorophenyl)-6-(3-(methylsulfonyl)benzyl)-5-oxomorpholino)pentanoate ClC1=CC=C(C=C1)[C@@H]1O[C@H](C(N([C@@H]1C1=CC=C(C=C1)Cl)[C@@H](C(=O)OCC)CCC)=O)CC1=CC(=CC=C1)S(=O)(=O)C